sodium 2,2'-tert-octylmethylene-bis(4,6-dimethylphenyl) phosphate P1(=O)(OC2=C(C=C(C=C2C)C)C(C2=C(C(=CC(=C2)C)C)O1)C(C)(C)CC(C)(C)C)[O-].[Na+]